C(C)(C)(C)OC(=O)N1C[C@H]([C@@H](CC1)N1C2=NC=NC(=C2NC1=O)N)F.[N+](=[N-])=CC(=O)C=1C=NC(=CC1)OC |o1:9,10| 2-diazo-1-(6-methoxypyridin-3-yl)ethan-1-one rel-tert-butyl-(3R,4R)-4-(6-amino-8-oxo-7H-purin-9-yl)-3-fluoropiperidine-1-carboxylate